C(C)(C)(C)OC(=O)N(C=1C=2N(N=C(C1)SC1CCN(CC1)C(=O)OC(C)(C)C)C(=CN2)C(C)C)C2=CC(=CC=C2)F tert-butyl 4-((8-((tert-butoxycarbonyl)(3-fluorophenyl)amino)-3-isopropylimidazo[1,2-b]pyridazin-6-yl)thio)piperidine-1-carboxylate